tert-butyl 4-[4-[2-[1-(6,7-dihydro-5H-pyrrolo[1,2-c]imidazol-1-yl)-2-ethoxy-2-oxo-ethyl]-7-fluoro-3-oxo-isoindolin-5-yl]phenyl]piperidine-1-carboxylate C1(=C2N(C=N1)CCC2)C(C(=O)OCC)N2CC1=C(C=C(C=C1C2=O)C2=CC=C(C=C2)C2CCN(CC2)C(=O)OC(C)(C)C)F